CC(=O)OC1=C(C=C(C=C1)[C@H](C=C)OC(=O)C)OC 1'-acetoxyeugenol acetate